C(C)N1C2=CC=CC=C2C=2C=C(C=CC12)C=CC1=CC=C(C=C1)C1=CC=C(C=C1)C=CC=1C=CC=2N(C3=CC=CC=C3C2C1)CC 4,4'-bis(9-ethyl-3-carbazolylethenyl)-1,1'-biphenyl